C1(CC1)NC(C(C(CC1C(NCC1)=O)NC(C(CC(C)C)NC(OC(C(C)(C)C1=CC(=CC=C1)Cl)C1=CC(=CC=C1)F)=O)=O)=O)=O 2-(3-chlorophenyl)-1-(3-fluorophenyl)-2-methylpropyl (1-((4-(cyclopropylamino)-3,4-dioxo-1-(2-oxopyrrolidin-3-yl)butan-2-yl)amino)-4-methyl-1-oxopentan-2-yl)carbamate